1-Methyl-1H-[1,2,3]triazole-4-carboxylic acid [4-methoxy-7-(tetrahydropyran-4-yl)-thiazolo[4,5-c]pyridin-2-yl]-amide COC1=NC=C(C2=C1N=C(S2)NC(=O)C=2N=NN(C2)C)C2CCOCC2